2-(dodecen-1-yl)succinic anhydride C(=CCCCCCCCCCC)C1C(=O)OC(C1)=O